(3-(1,3-dioxolan-2-yl)-4-(methoxycarbonyl)phenyl)-2,7-diazaspiro[3.5]Nonane-2-carboxylic acid tert-butyl ester C(C)(C)(C)OC(=O)N1C(C2(C1)CCNCC2)C2=CC(=C(C=C2)C(=O)OC)C2OCCO2